ClC1=CC=C(C=C1)C#CCOC1=C(C=C(C=C1)CCNC(C(C(C)C)NS(=O)(=O)C)=O)OC N-[2-[4-[[3-(4-chlorophenyl)-2-propyn-1-yl]oxy]-3-methoxyphenyl]ethyl]-3-methyl-2-[(methylsulfonyl)-amino]butanamide